2-(6-methoxy-2-(2-(methoxymethyl)-7-methylquinoxalin-5-yl)benzo[d]thiazol-4-yl)propan-2-ol COC1=CC2=C(N=C(S2)C2=C3N=CC(=NC3=CC(=C2)C)COC)C(=C1)C(C)(C)O